C(CC)NC(=O)OCCOC(C(=C)C)=O 2-[(Propylcarbamoyl)oxy]ethylmethacrylat